OC1=CC=C(C=C1)C1=COC=C1C1=CC=C(C=C1)O 3,4-di(4-hydroxy-phenyl)furan